O1S(CS(OC(C1C(=O)OC)C(=O)OC)(=O)=O)(=O)=O Dimethyl 1,5,2,4-Dioxadithiepane-6,7-dicarboxylate 2,2,4,4-Tetraoxide